S(NCCC)NCCC thiobis(propylamine)